ClC1=C2CN(C(C2=CC(=C1)[C@H](C)NC1(CCC1)C)=O)C1=CC(=CC=C1)C1(CC(C1)F)C1=NN=CN1C 4-chloro-2-(3-((1S,3r)-3-fluoro-1-(4-methyl-4H-1,2,4-triazol-3-yl)cyclobutyl)phenyl)-6-((S)-1-((1-methylcyclobutyl)amino)ethyl)isoindolin-1-one